5,6-dichloro-1-(dicyanomethylene)-3-oxyl-1,3-dihydro-2H-indene ClC=1C=C2C(CC(C2=CC1Cl)=C(C#N)C#N)O